(S)-3-(((tert-butyldiphenylsilyl)oxy)methyl)piperazine-1-carboxylic acid tert-butyl ester C(C)(C)(C)OC(=O)N1C[C@H](NCC1)CO[Si](C1=CC=CC=C1)(C1=CC=CC=C1)C(C)(C)C